2-(hydroxymethyl)-6-[4-[2-[3-methyl-4-[(2R,3S,4R,5S,6R)-3,4,5-trihydroxy-6-(hydroxymethyl)tetrahydropyran-2-yl]phenyl]cyclopropyl]phenyl]tetrahydropyran-3,4,5-triol OCC1OC(C(C(C1O)O)O)C1=CC=C(C=C1)C1C(C1)C1=CC(=C(C=C1)[C@H]1O[C@@H]([C@H]([C@@H]([C@@H]1O)O)O)CO)C